C(CCC)N1C(C2=CN=CC=C2C(=C1)C1=CC(=C(CN2CCC(CC2)OC2CCN(CC2)C(=O)OC(C)(C)C)C(=C1)F)F)=O tert-butyl 4-((1-(4-(2-butyl-1-oxo-1,2-dihydro-2,7-naphthyridin-4-yl)-2,6-difluorobenzyl)piperidin-4-yl)oxy)piperidine-1-carboxylate